3-(1-oxo-5-(1-((2-phenylthiazol-4-yl)methyl)piperidin-4-yl)isoindolin-2-yl)piperidine-2,6-dione O=C1N(CC2=CC(=CC=C12)C1CCN(CC1)CC=1N=C(SC1)C1=CC=CC=C1)C1C(NC(CC1)=O)=O